tert-butyl 4-{4-[4-bromo-3-(pyridin-4-yl)pyrazol-1-yl]phenyl}piperidine-1-carboxylate BrC=1C(=NN(C1)C1=CC=C(C=C1)C1CCN(CC1)C(=O)OC(C)(C)C)C1=CC=NC=C1